NC=1C=NC(=C(C(=O)OC)C1C)OC1=C(C=C(C=C1)C#N)OC methyl 5-amino-2-(4-cyano-2-methoxyphenoxy)-4-methylnicotinate